CC1N(C=CC=C1)CCC methyl-1-propylpyridine